C(CCC)C1=NN(C=2N(C(C[C@@H](C21)C2=CC=CC=C2)=O)C2=CC=CC=C2)C2=CC=CC=C2 (R)-3-butyl-1,4-diphenyl-monophenyl-1,4,5,7-tetrahydro-6H-pyrazolo[3,4-b]pyridin-6-one